NC1=CC=C(C=C1)C=1C(=CC(NN1)=O)C 6-(4-aminophenyl)-5-methylpyridazin-3(2H)-one